C1(=CC=CC=C1)N1N=CC2=CC=C(C=C12)OCC1CCNCC1 1-phenyl-6-(piperidin-4-ylmethoxy)-1H-indazole